methyl-5-benzyl-3-(((2'-methoxy-[1,1'-biphenyl]-3-yl)methoxy)methyl)-4,5-dihydroisoxazole CC1C(=NOC1CC1=CC=CC=C1)COCC=1C=C(C=CC1)C1=C(C=CC=C1)OC